C1(CC1)C(=O)N1C2CN(CC1CC2)C2=NC=NN1C2=CC(=C1)C=1C=NN(C1)[C@@H]1COCC1 cyclopropyl(3-(6-(1-((S)-tetrahydrofuran-3-yl)-1H-pyrazol-4-yl)pyrrolo[2,1-f][1,2,4]triazin-4-yl)-3,8-diazabicyclo[3.2.1]octan-8-yl)methanone